2-(2-ethoxy-2-oxoethoxy)acetic acid C(C)OC(COCC(=O)O)=O